bis(3,5-dibromosalicyl)malonate BrC1=C(C(CC(C(=O)[O-])(C(=O)[O-])CC=2C(O)=C(C=C(C2)Br)Br)=CC(=C1)Br)O